C(C)(C)(C)C1=CC(=NC=C1)C1=NC(=CC(=C1)C(C)(C)C)C1=NC=CC(=C1)C(C)(C)C 4,4',4''-Tri-tert-butyl-2,2':6',2''-terpyridine